2,2'-dithiodiethyl alcohol C(CSSCCO)O